C=1C2=CCC3(C=CC=CC13)OC2=O 4a,2-(epoxymethano)naphthalen-10-one